NCC1=CC(=C(C=C1)NC(=O)C1=CC2=C(OCCC3=C2SC=C3)C=C1C=1C(=NC(=CC1)C(NCCC)=O)C(=O)OC)CC(=O)NCCCC methyl 3-(9-((4-(aminomethyl)-2-(2-(butylamino)-2-oxoethyl)phenyl)carbamoyl)-4,5-dihydrobenzo[b]thieno[2,3-d]oxepin-8-yl)-6-(propylcarbamoyl)picolinate